C(CCC)[C@@]1(CS(C2=C(N(C1)C1=CC=CC=C1)C=C(C(=C2)O)SC)(=O)=O)C (S)-3-butyl-8-hydroxy-3-methyl-7-(methylsulfanyl)-5-phenyl-2,3,4,5-tetrahydro-1,5-benzothiazepine 1,1-dioxide